1,3,3,3-tetrafluoropropan-1-ene FC=CC(F)(F)F